adamantyl α-allyloxymethylacrylate C(C=C)OCC(C(=O)OC12CC3CC(CC(C1)C3)C2)=C